CO[C@@H](C)C1=C(C=NN1C1=NC=CC=C1)C(=O)OCC ethyl 5-[(1S)-1-methoxyethyl]-1-(pyridin-2-yl)-1H-pyrazole-4-carboxylate